C(C)(C)(C)OC(N[C@@H]1C2=CC(=CC=C2CC12CCN(CC2)C2=NC(=CC(=N2)C#N)C)OC)=O (S)-(1'-(4-cyano-6-methylpyrimidin-2-yl)-5-methoxy-1,3-dihydrospiro[indene-2,4'-piperidine]-3-yl)carbamic acid tert-butyl ester